5-chloro-6-(1-(3-methyloxetan-3-yl)piperidin-4-yl)-1-(1-(tetrahydro-2H-pyran-2-yl)-1H-pyrazol-4-yl)-1H-indazole ClC=1C=C2C=NN(C2=CC1C1CCN(CC1)C1(COC1)C)C=1C=NN(C1)C1OCCCC1